(S)-5-(Azetidin-2-ylmethoxy)-2-methyl-N-(1-(7-(5-methyl-1,3,4-oxadiazol-2-yl)quinolin-5-yl)cyclopropyl)benzamide N1[C@@H](CC1)COC=1C=CC(=C(C(=O)NC2(CC2)C2=C3C=CC=NC3=CC(=C2)C=2OC(=NN2)C)C1)C